4-fluoro-5-(2-fluoro-4-iodophenylamino)-1H-benzo[d]thiazole-6-carboxylic acid (2-hydroxy-ethoxy)-amide OCCONC(=O)C1=CC2=C(N=CS2)C(=C1NC1=C(C=C(C=C1)I)F)F